Methyl-1-(bis(4-fluorophenyl)methyl)-4-(6-bromo-3-cyano-1-methyl-2-oxo-1,2-dihydro-1,5-naphthyridin-4-yl)piperazine-2-carboxylate COC(=O)C1N(CCN(C1)C1=C(C(N(C2=CC=C(N=C12)Br)C)=O)C#N)C(C1=CC=C(C=C1)F)C1=CC=C(C=C1)F